2-((2-(piperidin-1-yl)ethyl)thio)-1,4-dihydroquinazoline dihydrochloride Cl.Cl.N1(CCCCC1)CCSC=1NC2=CC=CC=C2CN1